O=C1NC(CC[C@H]1N1C(C2=C3C(C(=CC=C13)CC=1C=NN(C1)C1CCN(CC1)C(=O)OC(C)(C)C)=CC=C2)=O)=O tert-butyl 4-[4-[[1-[(3R)-2,6-dioxo-3-piperidyl]-2-oxo-benzo[cd]indol-6-yl]methyl]pyrazol-1-yl]piperidine-1-carboxylate